C(\C=C\C)N1C(C2=C(C(=C1)C=1C=C(C(=O)N(C)C)C=C(C1)F)C=CN2)=O 3-[6-[(E)-but-2-enyl]-7-oxo-1H-pyrrolo[2,3-c]pyridin-4-yl]-5-fluoro-N,N-dimethylbenzamide